2-chloro-1-(2-chloropyridin-4-yl)ethanone ClCC(=O)C1=CC(=NC=C1)Cl